CN(C([C@H](N)C)=O)C1=CC=CC=C1 N-methyl-N-phenyl-D-alaninamide